N=1C=C(N2C1C=NC=C2)CN2CCC1=CC=C(C=C21)C(=O)NC2=CC(=CC=C2)OC(F)(F)F 1-(Imidazo[1,2-a]pyrazin-3-ylmethyl)-N-(3-(trifluoromethoxy)phenyl)indolin-6-carboxamid